7,8-dihydro-[1,3]dioxolo[4,5-g]isoquinolin O1COC=2C1=CC=1CCN=CC1C2